5-(2-bromoacetyl)thiophen BrCC(=O)C1=CC=CS1